2-((1-((5-((7-cyclobutoxy-4-oxo-3,4-dihydrophthalazin-1-yl)methyl)-2-fluorophenyl)sulfonyl)azetidin-3-yl)(methyl)amino)isonicotinonitrile C1(CCC1)OC1=CC=C2C(NN=C(C2=C1)CC=1C=CC(=C(C1)S(=O)(=O)N1CC(C1)N(C=1C=C(C#N)C=CN1)C)F)=O